C(=O)O.FC=1C(=C2C=NC(=NC2=C(C1)F)OC[C@@]12CC(CN2C[C@H](C1)F)=C)OC 6,8-difluoro-2-(((2S,7aR)-2-fluoro-6-methylenetetrahydro-1H-pyrrolizin-7a(5H)-yl)methoxy)-5-methoxyquinazoline formate